C(C)(C)(C)OC(=O)N(CCC1=NC(=CC=C1[N+](=O)[O-])OC)CC1=C(C=CC=C1)NC1=C(C(=O)O)C=C(C=C1)C(F)(F)F 2-((2-(((tert-butoxycarbonyl)(2-(6-methoxy-3-nitropyridin-2-yl)ethyl)amino)methyl)phenyl)amino)-5-(trifluoromethyl)benzoic acid